9,10-dipropionyloxyanthracene C(CC)(=O)OC=1C2=CC=CC=C2C(=C2C=CC=CC12)OC(CC)=O